1-((8-(3-amino-2,2-dimethyl-3-oxopropyl)-6-cyclopropylimidazo[1,2-a]pyridin-2-yl)methyl)-N-((7-chloro-8-fluoroimidazo[1,5-a]pyridin-1-yl)methyl)-1H-pyrazole-4-carboxamide NC(C(CC=1C=2N(C=C(C1)C1CC1)C=C(N2)CN2N=CC(=C2)C(=O)NCC=2N=CN1C2C(=C(C=C1)Cl)F)(C)C)=O